4-(2-(1H-imidazol-1-yl)pyrimidine-4-carboxamido)cyclohexane-1-carboxylic acid methyl ester COC(=O)C1CCC(CC1)NC(=O)C1=NC(=NC=C1)N1C=NC=C1